C1(CC1)N1N=C(C=C1)C=1C=C(C=CC1CNC(C=C)=O)C1=CC=C(C=C1)F N-((3-(1-cyclopropyl-1H-pyrazol-3-yl)-4'-fluoro-[1,1'-biphenyl]-4-yl)methyl)acrylamide